4-methyl-1-phenyl-3-hydroxy-2-pentanone CC(C(C(CC1=CC=CC=C1)=O)O)C